1-((8-((2-methyl-3'-(3-morpholinopropoxy)-4'-(trifluoromethyl)-[1,1'-biphenyl]-3-yl)amino)-1,7-naphthyridin-3-yl)methyl)piperidine-2-acetic acid CC1=C(C=CC=C1NC=1N=CC=C2C=C(C=NC12)CN1C(CCCC1)CC(=O)O)C1=CC(=C(C=C1)C(F)(F)F)OCCCN1CCOCC1